C(C)(C)(C)OC(=O)N1CC(CC1)NC1=NC(=NC=C1N)NC1CCC1.NC1=CC(=CC(=N1)C(=O)N1CCC2=CC=CC=C12)NC1=C(C=CC=C1)OC (6-Amino-4-((2-methoxyphenyl)amino)pyridin-2-yl)(indolin-1-yl)methanone tert-Butyl-3-((5-amino-2-(cyclobutylamino)pyrimidin-4-yl)amino)pyrrolidine-1-carboxylate